2-(3-aminophenyl)-5-methyl-2,4-dihydro-pyrazol-3-one hydrochloride Cl.NC=1C=C(C=CC1)N1N=C(CC1=O)C